N-(1-(1-(5-(3-cyano-6-(2-hydroxy-2-methylpropoxy)pyrazolo[1,5-a]pyridin-4-yl)pyridin-2-yl)azetidin-3-yl)-1H-pyrazol-3-yl)cyclopropanecarboxamide C(#N)C=1C=NN2C1C(=CC(=C2)OCC(C)(C)O)C=2C=CC(=NC2)N2CC(C2)N2N=C(C=C2)NC(=O)C2CC2